O=C(CCCC=CC=CC(=O)O)CCCCCCCCC 9-oxo-octadecadienoic acid